CN1C(=NC=2C1=CC(=NC2)OC2=CC(=NC=C2)NC(=O)C2CC2)NC2=NN(C(=C2)C(C(F)(F)F)(F)F)C2COCC2 N-(4-((1-methyl-2-((5-(perfluoroethyl)-1-(tetrahydrofuran-3-yl)-1H-pyrazol-3-yl)amino)-1H-imidazo[4,5-d]pyridin-6-yl)oxy)pyridin-2-yl)cyclopropanecarboxamide